ClC=1C=C(C=CC1)C1(OC(CC1)(C1=CC=CC=C1)C1=CC=CC=C1)C1=CN(C2=CC=CC=C12)C 3-(2-(3-chlorophenyl)-5,5-diphenyltetrahydrofuran-2-yl)-1-methyl-1H-indole